N-[2-(1-benzylpiperidin-4-yl)ethyl]-4-(3-cyano-4-fluorophenyl)piperazine-1-carboxamide C(C1=CC=CC=C1)N1CCC(CC1)CCNC(=O)N1CCN(CC1)C1=CC(=C(C=C1)F)C#N